2-hydroxy-3-(m-ethylphenoxy)propylamine OC(CN)COC1=CC(=CC=C1)CC